FC=1C=C2C(=NC(=NC2=C(C1)F)OCC1(CC1)CN1CCC(CC1)OC)N1C[C@@](CCC1)(O)C (R)-1-(6,8-difluoro-2-((1-((4-methoxypiperidin-1-yl)methyl)cyclopropyl)methoxy)quinazolin-4-yl)-3-methylpiperidin-3-ol